C(#N)C1=C(SC2=C1C(=NC=C2F)C=2C1=C(C=3C=NC(=NC3C2F)N2[C@H]([C@H](CC2)NCCF)C)COC1)NC(OC(C)(C)C)=O tert-Butyl (3-cyano-7-fluoro-4-(5-fluoro-3-((2S,3S)-3-((2-fluoroethyl)amino)-2-methylpyrrolidin-1-yl)-7,9-dihydrofuro[3,4-f]quinazolin-6-yl)thieno[3,2-c]pyridin-2-yl)carbamate